2-(4-chloro-3-fluorophenoxy)-N-(3-{5-[(6-cyano-5-methylpyridin-3-yl)oxy]-1,3,4-oxadiazol-2-yl}bicyclo[1.1.1]pentan-1-yl)acetamide ClC1=C(C=C(OCC(=O)NC23CC(C2)(C3)C=3OC(=NN3)OC=3C=NC(=C(C3)C)C#N)C=C1)F